C(C)C1=C(CC(C(C1)C)C)CC diethyl-4,5-dimethylcyclohex-1-ene